ClCC(=O)N(CC1=CC=C(C=C1)F)C1=C(C=CC=C1OC)F 2-chloro-N-(2-fluoro-6-methoxy-phenyl)-N-[(4-fluorophenyl)methyl]acetamide